CN1C(N2C(CNCC2)C1)=O 2-methylhexahydroimidazo[1,5-a]pyrazin-3(2H)-one